ClC=1C=C(C=C2C(=C(C=NC12)C#N)NCC(C)(C)C)N[C@@H](C=1C(=NC(=CC1)F)C)C=1N=NN(C1F)C (S)-8-chloro-6-(((5-fluoro-1-methyl-1H-1,2,3-triazol-4-yl)(6-fluoro-2-methylpyridin-3-yl)methyl)amino)-4-(neopentylamino)quinoline-3-carbonitrile